C1(CC1)[C@H](C(C)(C)O)N1CC2=CC=CC(=C2C1=O)B(O)O (R)-(2-(1-cyclopropyl-2-hydroxy-2-methylpropyl)-3-oxoisoindolin-4-yl)boronic acid